CN(CCC[Si](OC)(OC)OC)C (3-dimethylaminopropyl)trimethoxysilane